BrC1=CC=C(C=C1)S(=O)(=O)N[C@H](C(=O)NCC=1SC=CC1)CC1=CNC2=CC=CC=C12 (S)-2-(4-bromophenylsulphonamido)-3-(1H-indol-3-yl)-N-(thiophen-2-ylmethyl)propanamide